(4aR,8aS)-6-(3-((2-Chloro-4-fluorobenzyl)(methyl)amino)-1-oxa-8-azaspiro[4.5]decane-8-carbonyl)hexahydro-2H-pyrido[4,3-b][1,4]oxazin-3(4H)-one ClC1=C(CN(C2COC3(C2)CCN(CC3)C(=O)N3C[C@@H]2[C@@H](OCC(N2)=O)CC3)C)C=CC(=C1)F